[2-(2-fluorophenyl)-2-oxoethyl]malononitrile FC1=C(C=CC=C1)C(CC(C#N)C#N)=O